(1R,2R)-1-phenyl-epoxypropane C1(=CC=CC=C1)[C@@H]1[C@@H](C)O1